tert-butyl ((1s,4s)-4-(dibenzylamino)cyclohexyl)carbamate C(C1=CC=CC=C1)N(C1CCC(CC1)NC(OC(C)(C)C)=O)CC1=CC=CC=C1